C(C)(C)C1=CC(=NN1C)C(=O)N(C)OC 5-isopropyl-N-methoxy-N,1-dimethyl-1H-pyrazole-3-carboxamide